3-[6-(6-amino-3-pyridyl)imidazo[1,2-a]pyrazin-3-yl]phenol NC1=CC=C(C=N1)C=1N=CC=2N(C1)C(=CN2)C=2C=C(C=CC2)O